OC(CC(=O)O)C.FC1=CC=C(C=C1)[C@](CC(=O)NC1(CC1)C1=CC(=CC=C1)OC(F)(F)F)(C)O (R)-3-(4-fluorophenyl)-3-hydroxy-N-(1-(3-(trifluoromethoxy)phenyl)cyclopropyl)butanamide (D)-beta-hydroxybutyrate